C(C)(C)(C)OC(NC\C=C\CNC1=C(C=C(C=C1OCC1=CC=C(C=C1)OC)C(N)=O)N)=O (E)-(4-((2-amino-4-carbamoyl-6-((4-methoxybenzyl)oxy)phenyl)amino)but-2-en-1-yl)carbamic acid tert-butyl ester